2-chloro-5-((3-fluorobenzyl)oxy)-3-fluoropyridine ClC1=NC=C(C=C1F)OCC1=CC(=CC=C1)F